COC(=O)C12CCC(CC1)(C2)NC(=O)OC(C)(C)C 4-((tert-Butoxycarbonyl)amino)bicyclo[2.2.1]Heptane-1-carboxylic acid methyl ester